ClC1=NC(=NC(=C1C(F)(F)F)C)C 4-chloro-2,6-dimethyl-5-(trifluoromethyl)pyrimidine